C(C)(C)(C)NC1CN(CC1)C=1N=C2C=CC(=NC2=CC1)C1=CC2=C(N=C(O2)C)C(=C1O)C 6-{6-[3-(tert-butylamino)pyrrolidin-1-yl]-1,5-naphthyridin-2-yl}-2,4-dimethyl-1,3-benzoxazol-5-ol